(R)-2-amino-N-((3S,5R,8R,9S,10S,13R,14S,17R)-14-hydroxy-10,13-dimethyl-17-(2-oxo-2H-pyran-5-yl)hexadecahydro-1H-cyclopenta[a]phenanthren-3-yl)-3-methylbutanamide N[C@@H](C(=O)N[C@H]1CC[C@@]2([C@H]3CC[C@@]4([C@H](CC[C@@]4([C@@H]3CC[C@@H]2C1)O)C=1C=CC(OC1)=O)C)C)C(C)C